4-methylenedioxy-N-propargyl-amphetamine methyl-5-(7-(difluoromethyl)-6-(1-methyl-1H-pyrazol-4-yl)-3,4-dihydroquinolin-1(2H)-yl)-1-methyl-7-(prop-1-en-2-yl)-1H-indole-3-carboxylate COC(=O)C1=CN(C2=C(C=C(C=C12)N1CCCC2=CC(=C(C=C12)C(F)F)C=1C=NN(C1)C)C(=C)C)C.C1OC2=CC=C(CC(NCC#C)C)C=C2O1